tert-butyl (R)-(1-(5-(4-fluorophenyl)isoxazol-3-yl)-6-(2-(isoxazol-3-yl)-1,3-dioxolan-2-yl)hexyl)carbamate FC1=CC=C(C=C1)C1=CC(=NO1)[C@@H](CCCCCC1(OCCO1)C1=NOC=C1)NC(OC(C)(C)C)=O